C(C=C)(=O)N1CC(C1)CN1C(C(N(C2=C(C(=C(C=C12)Cl)C1=C(C=C(C(=C1)O)Cl)Cl)F)C1=C(C=CC=C1C)C(C)C)=O)=O 1-((1-acryloylazetidin-3-yl)methyl)-7-chloro-6-(2,4-dichloro-5-hydroxyphenyl)-5-fluoro-4-(2-isopropyl-6-methylphenyl)-1,4-dihydroquinoxaline-2,3-dione